[Si](C1=CC=CC=C1)(C1=CC=CC=C1)(C(C)(C)C)OCC1CCC(CC1)OCC(=O)OCC Ethyl 2-[4-[[tert-butyl(diphenyl)silyl]oxymethyl]cyclohexoxy]acetate